4-(2-(pyridin-3-yl)thiazol-5-yl)phenyl 2-fluorobenzenesulfonate FC1=C(C=CC=C1)S(=O)(=O)OC1=CC=C(C=C1)C1=CN=C(S1)C=1C=NC=CC1